1-(2-Aminoethyl)-3-(4-(3-(3,5-dimethylisoxazol-4-yl)-5-methylphenoxy)-3,5-dimethylphenyl)-1-methylurea NCCN(C(=O)NC1=CC(=C(C(=C1)C)OC1=CC(=CC(=C1)C)C=1C(=NOC1C)C)C)C